N-([1,1':4',1''-terphenyl]-4-yl)phenanthren-9-amine C1(=CC=C(C=C1)NC=1C2=CC=CC=C2C=2C=CC=CC2C1)C1=CC=C(C=C1)C1=CC=CC=C1